The molecule is a C-nitro compound consisting of 2-nitroethene-1,1-diamine where one of the nitrogens bears ethyl and (6-chloro-3-pyridinyl)methyl while the other nitrogen carries a methyl group. It has a role as a neonicotinoid insectide. It is a C-nitro compound and a monochloropyridine. It derives from a 2-chloropyridine. CCN(CC1=CN=C(C=C1)Cl)/C(=C/[N+](=O)[O-])/NC